4-methyl-1-(6-((1-trityl-1H-pyrazolo[4,3-c]pyridin-6-yl)amino)pyrimidin-4-yl)piperidin-4-ol CC1(CCN(CC1)C1=NC=NC(=C1)NC1=CC2=C(C=N1)C=NN2C(C2=CC=CC=C2)(C2=CC=CC=C2)C2=CC=CC=C2)O